6-(4-methylpiperazin-1-yl)-1,3,5-triazin-2-amine CN1CCN(CC1)C1=NC=NC(=N1)N